2-[4-[4-[[(3S)-2,6-dioxo-3-piperidyl]amino]phenyl]-1-piperidyl]acetic acid, trifluoroacetic acid salt FC(C(=O)O)(F)F.O=C1NC(CC[C@@H]1NC1=CC=C(C=C1)C1CCN(CC1)CC(=O)O)=O